potassium hydrogen-carbonate C(O)([O-])=O.[K+]